(1R,2R)-2-(4-{[(dimethylamino)methylidene]sulfamoyl}phenyl)-N'-hydroxycyclopropanecarboxamidine CN(C)C=NS(=O)(=O)C1=CC=C(C=C1)[C@H]1[C@@H](C1)C(=NO)N